C1(=CC=CC=C1)C1=NN=C(O1)NC(C1=C(C=CC=C1)OC1=CC(=CC=C1)C(F)(F)F)=O N-(5-phenyl-1,3,4-oxadiazol-2-yl)-2-(3-trifluoromethylphenoxy)benzamide